2-(4,4-difluoroazepan-1-yl)-7-fluoro-N-(2-(S-methylsulfonimidoyl)pyridin-4-yl)quinoline-3-carboxamide FC1(CCN(CCC1)C1=NC2=CC(=CC=C2C=C1C(=O)NC1=CC(=NC=C1)S(=O)(=N)C)F)F